Triisopropoxyaluminum C(C)(C)O[Al](OC(C)C)OC(C)C